(S)-N-(3,3-Difluoro-1-(3-(trifluoromethoxy)phenyl)propyl)-2-(3,3-difluoro-1-hydroxycyclobutyl)acetamid FC(C[C@@H](C1=CC(=CC=C1)OC(F)(F)F)NC(CC1(CC(C1)(F)F)O)=O)F